C(C)(C)(C)OC(=O)NC(C\C=C\CCC(CCC)=O)C=1N(C=C(N1)C1=CC=C(C=C1)F)C(=O)OC(C)(C)C (E)-tert-butyl 2-(1-((tert-butoxycarbonyl)amino)-7-oxodec-3-en-1-yl)-4-(4-fluorophenyl)-1H-imidazole-1-carboxylate